(R)-4-(1-(2-cyano-1-cyclopentylethyl)-1H-pyrazol-4-yl)-7H-pyrrolo[2,3-d]pyrimidine-7-carboxylic acid tert-butyl ester C(C)(C)(C)OC(=O)N1C=CC2=C1N=CN=C2C=2C=NN(C2)[C@H](CC#N)C2CCCC2